butyl diglycolate C(COCC(=O)[O-])(=O)OCCCC